2-Chloro-N-(2-{4-[(4-cyanopyridin-2-yl)oxy]piperidin-1-yl}-2-[4-(difluoromethyl)-1,3-thiazol-5-yl]ethyl)-6-fluorobenzamid ClC1=C(C(=O)NCC(C2=C(N=CS2)C(F)F)N2CCC(CC2)OC2=NC=CC(=C2)C#N)C(=CC=C1)F